FC(C=1C=C(C=C(C1)NC1=NC=CC=C1NC(C)C)NC1=NC=CC=C1NC(C)C)(F)F N2,N2'-(5-(trifluoromethyl)-1,3-phenylene)bis(N3-isopropylpyridine-2,3-diamine)